C(C)(C)(C)C1=CC=C(C=C1)N(CC(=O)N(C)CC1=CC=2N(C=C1)N=CC2C(=O)N)C 5-((2-((4-(tert-butyl)phenyl)(methyl)amino)-N-methylacetamido)methyl)pyrazolo[1,5-a]pyridine-3-carboxamide